1-(4-vinyl-phenyl)-2-(4-benzocyclobutenyl)ethylene dinitrogen [N].[N].C(=C)C1=CC=C(C=C1)C=CC1=CC2=C(C=C2)C=C1